BrC=1C=C2C=CN(C2=CC1)CC(=O)NCCCC(=O)O 4-(2-(5-bromo-1H-indol-1-yl)acetamido)butanoic acid